6,15-dihydroanthrazin-5,9,14,18-tetron C1=CC=CC=2C(C3=C4NC5=CC=C6C(C7=CC=CC=C7C(C6=C5NC4=CC=C3C(C12)=O)=O)=O)=O